C(C1=CC=CC=C1)OC1=CC=2N(C=C1C(=O)OC1=CC=CC=C1)C=C(N2)C21COC(C2)(C1)C phenyl 7-(benzyloxy)-2-(1-methyl-2-oxabicyclo[2.1.1]hexan-4-yl)imidazo[1,2-a]pyridine-6-carboxylate